FC=1C(NC(N([C@H]2C[C@H](OC(C)=O)[C@@H](CO[Si](C)(C)C(C)(C)C)O2)C1)=O)=O 5-fluoro-3'-O-acetyl-5'-O-tert-butyldimethylsilyl-2'-deoxyuridine